(22E)-Stigmasta-5,22-diene CC[C@H](\C=C\[C@@H](C)[C@H]1CC[C@H]2[C@@H]3CC=C4CCCC[C@]4(C)[C@H]3CC[C@]12C)C(C)C